N1C=CC=2C=NC(=CC21)N 1H-pyrrolo-[3,2-c]pyridin-6-amine